FC1(CC(C1)(CC1=NN=CN1C)C=1C=C(C=CC1)N1C(C2=CC(=CC(=C2C1)C(F)(F)F)CNCC(C)(C)C)=O)F 2-(3-(3,3-difluoro-1-((4-methyl-4H-1,2,4-triazol-3-yl)methyl)cyclobutyl)phenyl)-6-((neopentylamino)methyl)-4-(trifluoromethyl)isoindolin-1-one